tert-Butyl (S)-3-(2-(2-(4-(4-chlorophenyl)-2,3,9-trimethyl-6H-thieno[3,2-f][1,2,4]triazolo[4,3-a][1,4]diazepin-6-yl)acetamido)ethoxy)propanoate ClC1=CC=C(C=C1)C1=N[C@H](C=2N(C3=C1C(=C(S3)C)C)C(=NN2)C)CC(=O)NCCOCCC(=O)OC(C)(C)C